[4-[[3-(Difluoromethyl)imidazo[1,2-a]pyridin-6-yl]oxymethyl]-2-oxabicyclo[2.1.1]hexan-1-yl]methanamine FC(C1=CN=C2N1C=C(C=C2)OCC21COC(C2)(C1)CN)F